1-(7-chloro-4-(1H-imidazol-1-yl)quinolin-2-yl)piperidin ClC1=CC=C2C(=CC(=NC2=C1)N1CCCCC1)N1C=NC=C1